tris(2-hydroxypropyl)ammonium (2,4-dichlorophenoxy)acetate ClC1=C(OCC(=O)[O-])C=CC(=C1)Cl.OC(C[NH+](CC(C)O)CC(C)O)C